CN1N=C(C2=CC=C(C=C12)C(C)N)C 1-(1,3-Dimethyl-1H-indazol-6-yl)ethan-1-amine